Cl.N[C@@H](CCC(=O)O)C(=O)O L-Glutamate hydrochloride